FC=1C=C(C=NC1)CCCNC(C1=CN=CC=C1C1=CC(=C(C=C1)OC)I)=O N-(3-(5-fluoropyridin-3-yl)propyl)-4-(3-iodo-4-methoxyphenyl)nicotinamide